CC=1N=NN(C1)C1=CC=C(C(=O)N([C@H]2CNCCC2)C2=NC=CC3=CC=CC(=C23)C)C=C1 (R)-4-(4-methyl-1H-1,2,3-triazol-1-yl)-N-(8-methylisoquinolin-1-yl)-N-(piperidin-3-yl)benzamide